3-(2-(2,4-dimethylcyclohex-3-en-1-yl)-1,3-dioxolan-4-yl)-1-phenylbutan-1-one CC1C(CCC(=C1)C)C1OCC(O1)C(CC(=O)C1=CC=CC=C1)C